7,7-difluoro-2-((S)-2-methylazetidin-1-yl)-6,7-dihydro-5H-cyclopenta[d]pyrimidine FC1(CCC2=C1N=C(N=C2)N2[C@H](CC2)C)F